C(C)(C)(C)OC(=O)NCC(CC(=O)O)(C)C 4-(tert-Butoxycarbonylamino)-3,3-dimethyl-butyric acid